4,7-DIMETHYL-2-(4-ETHYLPHENYL)-1H-INDOLE-3-CARBOXALDEHYDE CC1=C2C(=C(NC2=C(C=C1)C)C1=CC=C(C=C1)CC)C=O